Cl.FCCCN1CC(C1)CC1=CC=C(C=C1)C1=C(CCCC2=C1C=CC(=C2)C(=O)O)C2=C(C=C(C=C2)C)C(F)(F)F 9-(4-((1-(3-fluoropropyl)azetidin-3-yl)methyl)phenyl)-8-(4-methyl-2-(trifluoromethyl)phenyl)-6,7-dihydro-5H-benzo[7]annulene-3-carboxylic acid hydrochloride